NC1=NN(C=C1N1C2=C(C(C3=CC(=CC=C13)F)=O)C1=CC3=C(C(N1C2)=O)COC([C@]3(O)CC)=O)C (S)-11-(3-amino-1-methyl-1H-pyrazol-4-yl)-4-ethyl-8-fluoro-4-hydroxy-1H-pyrano[3',4':6,7]indolizino[2,1-b]quinoline-3,6,14(4H,11H,12H)-trione